FC(OC=1C=C(C=CC1F)C1=CN=C2C(=N1)N(N=C2)CC(=O)N2CC(C2)C)F 2-[6-[3-(Difluoromethoxy)-4-fluoro-phenyl]pyrazolo[3,4-b]pyrazin-1-yl]-1-(3-methylazetidin-1-yl)ethanone